O(CCOCCCN)CCOCCCN 3'-((oxybis(ethane-2,1-diyl))bis(oxy))bis(propan-1-amine)